C[C@@]1(CC12CCN(CC2)C(C)C)C(=O)N[C@@H](CCCCCC(CC)=O)C=2NC(=CN2)C=2C=C1C=CC(=NC1=CC2)C (1S)-1-methyl-6-(1-methylethyl)-N-{(1S)-1-[5-(2-methylquinolin-6-yl)-1H-imidazol-2-yl]-7-oxononyl}-6-azaspiro[2.5]octane-1-carboxamide